2-((2-bromo-4,5-dimethylbenzo[d]thiazol-6-yl)oxy)ethanol tert-butyl-(2R,6S)-4-(6-aminopyridin-3-yl)-2,6-dimethylpiperazine-1-carboxylate C(C)(C)(C)[C@]1(N([C@H](CN(C1)C=1C=NC(=CC1)N)C)C(=O)OCCOC1=CC2=C(N=C(S2)Br)C(=C1C)C)C